C1(=CC=CC2=CC=CC=C12)[P@](C1=CC(=C(C(=C1)OC)OC)OC)(C=1C2=C(OC1[N+](=O)[O-])C=CC=1C(=CC=3C=CC4=C(C3C12)C=CC=C4)C4=CC=CC=C4)=O (R)-naphthalen-1-yl-(2-nitro-6-phenylbenzo[5,6]phenanthro[3,4-b]furan-1-yl)(3,4,5-trimethoxyphenyl)phosphine oxide